tertbutyl-4-bromobutyrate C(C)(C)(C)OC(CCCBr)=O